ClC1=C(C=CC=C1NC(=O)C=1N(C2=C(CN(CC2)C)N1)C)C1=C(C(=CC=C1)NC(=O)C=1N(C2=C(CN(CC2)C)N1)C)C#N N,N'-(2-Chloro-2'-cyanobiphenyl-3,3'-diyl)bis(1,5-dimethyl-4,5,6,7-tetrahydro-1H-imidazo[4,5-c]pyridin-2-carboxamid)